N1(N=CC=C1)C1CCN(CC1)CC1=CC=C(CNC2=C3C(N(C(C3=CC=C2)=O)C2C(NC(CC2)=O)=O)=O)C=C1 4-(4-((4-(1H-pyrazol-1-yl)piperidin-1-yl)methyl)benzylamino)-2-(2,6-dioxopiperidin-3-yl)isoindoline-1,3-dione